2-(4-((E)-3-((tert-butyldimethylsilyl)oxy)prop-1-en-1-yl)-2-nitrophenoxy)-6-(methoxycarbonyl)tetrahydro-2H-pyran-3,4,5-triyl triacetate C(C)(=O)OC1C(OC(C(C1OC(C)=O)OC(C)=O)C(=O)OC)OC1=C(C=C(C=C1)\C=C\CO[Si](C)(C)C(C)(C)C)[N+](=O)[O-]